C(CCCCCCCCCCC)(=O)[O-].C(CCCCCCCCCCC)(=O)[O-].[Mn+2] manganese (II) bis-dodecanoate